CC(C)(C)OC(=O)N1CC2=CC=CC=C2C1 2,3-dihydro-1H-isoindole-2-carboxylic acid-2-methylprop-2-yl ester